1,3-bis(2-bromophenoxy)propan-2-yl acrylate C(C=C)(=O)OC(COC1=C(C=CC=C1)Br)COC1=C(C=CC=C1)Br